4-(((1'-(tert-butoxycarbonyl)-1',2',3',6'-tetrahydro-[2,4'-bipyridin]-6-yl)oxy)-methyl)-3-fluorobenzoic acid C(C)(C)(C)OC(=O)N1CCC(=CC1)C1=NC(=CC=C1)OCC1=C(C=C(C(=O)O)C=C1)F